1-[[1-ethyl-4-[3-(2-methoxyethoxy)-2-methyl-4-(methylsulfonyl)benzoyl]-1H-pyrazol-5-yl]oxy]ethyl methyl carbonate C(OC(C)OC1=C(C=NN1CC)C(C1=C(C(=C(C=C1)S(=O)(=O)C)OCCOC)C)=O)(OC)=O